N1=C(C=CC2=CC=CC=C12)CS quinolinemethanethiol